BrCC\C=C\CCCCCCCC(OCCC)OCCC (3E)-1-bromo-12,12-dipropoxy-3-dodecene